3-(4-bromo-2-fluoro-phenylcarbamoyl)-bicyclo[1.1.1]pentane BrC1=CC(=C(C=C1)NC(=O)C12CC(C1)C2)F